CN(C1CCC2=CC(=CC=C12)NC(C=C)=O)C1=CC=C(C=C1)C(F)(F)F N-(1-(methyl-(4-(trifluoromethyl)-phenyl)amino)-2,3-dihydro-1H-inden-5-yl)acrylamide